(2-amino-6-(3-fluoro-2-((E)-2-methoxyvinyl)phenyl)imidazo[1,2-a]pyridin-3-yl)((1S,2S)-2-fluorocyclopropyl)methanone NC=1N=C2N(C=C(C=C2)C2=C(C(=CC=C2)F)\C=C\OC)C1C(=O)[C@H]1[C@H](C1)F